O=C1N(C2CCCN1C2)OS(=O)(=O)[O-] 7-oxo-1,6-diazabicyclo[3.2.1]oct-6-ylsulfate